CN1CC(C(CC1)C=1SC2=C(N1)C=C(C=C2)C2=CC[C@@H](CN2C(=O)OC(C)(C)C)C)C (3S)-tert-butyl 6-(2-(1,3-dimethylpiperidin-4-yl)benzo[d]thiazol-5-yl)-3-methyl-3,4-dihydropyridine-1(2H)-carboxylate